4,6-di-n-propyl-1,3-dinitrobenzene C(CC)C1=C(C=C(C(=C1)CCC)[N+](=O)[O-])[N+](=O)[O-]